(Z)-ethyl (3-(tetrahydro-2H-pyran-4-yl)thiazol-2(3H)-ylidene)carbamate O1CCC(CC1)N1/C(/SC=C1)=N/C(OCC)=O